O=C1NC(CCC1C1=C(CN2CCN(CC2)C=2OC=3C(=NC(=C(C3)NC(=O)C=3N=C(OC3)C3=CC(=NC=C3)C)N3C[C@@H](CC3)O)N2)C=CC=C1)=O N-(2-(4-(2-(2,6-dioxopiperidin-3-yl)benzyl)piperazin-1-yl)-5-((R)-3-hydroxypyrrolidin-1-yl)oxazolo[4,5-b]pyridin-6-yl)-2-(2-methylpyridin-4-yl)oxazole-4-carboxamide